zinc (II) 5-(4-hydroxymethylphenyl)-10,15,20-trimethylphenylporphyrin OCC1=CC=C(C=C1)C=1C=CC=C(C1)C1=C2NC(=C1)C=C1C=CC(=N1)C(=C1C=CC(N1)=C(C=1C=CC(N1)=C2C)C)C.[Zn+2]